(S)-8-(3,5-bis(trifluoromethyl)phenyl)-1,3,4,12a-tetrahydropyrazino[1,2-a]pyrido[3,4-e][1,4]diazepine-6,12(2H,11H)-dione 2,2,2-trifluoroacetate FC(C(=O)O)(F)F.FC(C=1C=C(C=C(C1)C(F)(F)F)C1=CC2=C(NC([C@H]3N(C2=O)CCNC3)=O)C=N1)(F)F